COC1=C(C=CC(=C1)C1(CC1)OC)B1OC(C(O1)(C)C)(C)C 2-(2-methoxy-4-(1-methoxycyclopropyl)phenyl)-4,4,5,5-tetramethyl-1,3,2-dioxaborolane